N-(3-p-tolylnaphthyl)-2-(phenyl)-indole C1(=CC=C(C=C1)C=1C=C(C2=CC=CC=C2C1)N1C(=CC2=CC=CC=C12)C1=CC=CC=C1)C